OCC(CO)NC(=O)C=1N(N=C2C=CC(=CC12)OCC1=NC=CC=C1)C N-(1,3-dihydroxypropan-2-yl)-2-methyl-5-[(pyridin-2-yl)methoxy]-2H-indazole-3-carboxamide